sodium (2S,6S,9S)-1-(3-chlorophenyl)-6-(cyclohexylmethyl)-1,1-difluoro-4,7,12-trioxo-9-(((S)-2-oxopyrrolidin-3-yl) methyl)-2-phenyl-3,11-dioxa-5,8-diazapentadecane-10-sulfonate ClC=1C=C(C=CC1)C([C@@H](OC(N[C@H](C(N[C@H](C(OC(CCC)=O)S(=O)(=O)[O-])C[C@H]1C(NCC1)=O)=O)CC1CCCCC1)=O)C1=CC=CC=C1)(F)F.[Na+]